C(C)(C)(C)OC(=O)N1CC=2C(=NC=C(C2C1=O)Br)Cl 7-bromo-4-chloro-1-oxo-1,3-dihydro-2H-pyrrolo[3,4-c]pyridine-2-carboxylic acid tert-butyl ester